COC1=CC=C2C(=CC=NC2=N1)OC1=CC=C(CP([O-])([O-])=O)C=C1 (4-((7-methoxy-1,8-naphthyridin-4-yl)oxy)benzyl)phosphonate